azobromine N(=NBr)Br